Tricyclo[3.3.1.13,7]decan C12CC3CC(CC(C1)C3)C2